(R)-N-(1-(4-chlorophenyl)-2,2,2-trifluoroethyl)-N-ethyl-1,3,5-trimethyl-6-oxo-1,6-dihydropyridazine-4-sulfonamide ClC1=CC=C(C=C1)[C@H](C(F)(F)F)N(S(=O)(=O)C=1C(=NN(C(C1C)=O)C)C)CC